N-(2-ethylbutylidene)-2-methylpropane-2-sulfinamide C(C)C(C=NS(=O)C(C)(C)C)CC